COC([O-])=O.CN1C=[N+](C=C1)C 1,3-dimethyl-imidazolium methylcarbonate